ClC=1C=C(C(=NC1)OC)S(=O)(=O)NC=1C(=C(C(=CC1)F)C=1N=CC=2N(C1)C=NC2C(=O)OCC)C#N ethyl 6-[3-(5-chloro-2-methoxypyridine-3-sulfonamido)-2-cyano-6-fluorophenyl]imidazo[1,5-a]pyrazine-1-carboxylate